C(#N)C1=NC=C(C(=C1)C1=CC=2N(C=C1)N=C(C2)NC(=O)C2CC2)O[C@H]2CN(CC2)CC2=NC=CC=C2 (R)-N-[5-[2-cyano-5-[(3R)-1-(2-pyridylmethyl)pyrrolidin-3-yl]oxy-4-pyridyl]pyrazolo[1,5-a]pyridin-2-yl]cyclopropanecarboxamide